CCC(C1=CC=CC=C1)(C2=CC=CC=C2)C3=CC=CC=C3 triphenylpropan